CS(=O)C1=NC=2CC3(CCC2C(=N1)N1CCN(CC1)C(=O)OC(C)(C)C)CCCC1=CC=CC=C13 tert-butyl 4-(2'-(methylsulfinyl)-3,4,5',8'-tetrahydro-2H,6'H-spiro[naphthalene-1,7'-quinazolin]-4'-yl)piperazine-1-carboxylate